tert-butyl (2SR,4SR)-4-(5-(4-amino-5-(trifluoromethyl)pyrrolo[2,1-f][1,2,4]triazin-7-yl)-2-methoxynicotinamido)-2-(methoxymethyl)pyrrolidine-1-carboxylate NC1=NC=NN2C1=C(C=C2C=2C=NC(=C(C(=O)N[C@H]1C[C@H](N(C1)C(=O)OC(C)(C)C)COC)C2)OC)C(F)(F)F |r|